C1(CCCC1)N1C(=CC2=C1N=C(N=C2)NC2=NC=C(C=C2)N2C[C@H](N(CC2)CCO)C)C(=O)O 7-cyclopentyl-2-{5-[(R)-4-(2-hydroxyethyl)-3-methyl-piperazin-1-yl]-pyridin-2-ylamino}-7H-pyrrolo[2,3-d]pyrimidine-6-carboxylic acid